N1=C(N=CC=C1)COC1=CC=C(C=N1)CC1=NOC(=C1)C=1C=NC=CC1 3-(3-((6-(pyrimidin-2-ylmethoxy)pyridin-3-yl)methyl)isoxazol-5-yl)pyridin